7-(2-(benzyloxy)-4-(4,4,5,5-Tetramethyl-1,3,2-dioxaborolan-2-yl)phenoxy)heptanoic acid methyl ester COC(CCCCCCOC1=C(C=C(C=C1)B1OC(C(O1)(C)C)(C)C)OCC1=CC=CC=C1)=O